1,3-dimethyl-1H-Pyrazole-4-sulfonylchloride CN1N=C(C(=C1)S(=O)(=O)Cl)C